1-(1-(2,2,2-trifluoroethyl)azetidin-3-yl)-1H-pyrazol FC(CN1CC(C1)N1N=CC=C1)(F)F